C(C1=CC=CC=C1)N1CCC(CC1)[C@H]1OC2(CC2)C(N(C1)CC)=O (R)-5-(1-Benzylpiperidin-4-yl)-7-ethyl-4-oxa-7-azaspiro[2.5]octan-8-one